[C@@H]12NCCN[C@H]2CC1 cis-2,5-Diazabicyclo[4.2.0]octane